4-[[4-fluoro-3-[[4-[4-[[1-methyl-3-oxo-2-(2-pyridyl)pyrazolo[3,4-d]pyrimidin-6-yl]amino]phenyl]piperazin-1-yl]methyl]phenyl]methyl]-2H-phthalazin-1-one FC1=C(C=C(C=C1)CC1=NNC(C2=CC=CC=C12)=O)CN1CCN(CC1)C1=CC=C(C=C1)NC1=NC=C2C(=N1)N(N(C2=O)C2=NC=CC=C2)C